C(CCCC)N1C(CCC1)=O N-pentylpyrrolidone